FC=1C=C(C=CC1F)NC(=O)C=1C(=C(N2CCCC12)C(C(N[C@H](C(F)(F)F)C)=O)=O)C (S)-N-(3,4-difluorophenyl)-6-methyl-5-(2-oxo-2-((1,1,1-trifluoropropan-2-yl)amino)acetyl)-2,3-dihydro-1H-pyrrolizine-7-carboxamide